1,3-di-bromo-5-methylbenzene BrC1=CC(=CC(=C1)C)Br